(S)-N,N-dimethyl-3-(1-naphthoxy)-1-phenylpropan-1-amine hydrochloride Cl.CN([C@@H](CCOC1=CC=CC2=CC=CC=C12)C1=CC=CC=C1)C